1-tert-Butyl-3,5-dibromobenzene C(C)(C)(C)C1=CC(=CC(=C1)Br)Br